OC(CC(COOC(CCCCCCCCC(C)(C)C)=O)C)C 4-hydroxy-2-methylpentylperoxyneotridecanoate